C(C1=CC=CC=C1)(=O)NCCC1=C(C(=O)NCC)C=CC=C1 (2-Benzamidoethyl)-N-ethylbenzamide